COC=1N(C=CN1)C(=O)NCCC1=CC=CC=C1 methoxy-N-phenethyl-1H-imidazole-1-carboxamide